(R)-N-((S)-6-(5-ethyl-1,2,4-oxadiazol-3-yl)-2,3-dihydrobenzofuran-3-yl)-3-fluoropyrrolidine-1-carboxamide C(C)C1=NC(=NO1)C1=CC2=C([C@@H](CO2)NC(=O)N2C[C@@H](CC2)F)C=C1